C(C)(C)(C)OC(=O)N(S(=O)(=O)CC)C1C(N(CC1)C(=O)OC(C)(C)C)CC=1C(=C(C=CC1)C1=CC=CC=C1)O tert-Butyl 3-(N-(tert-butoxycarbonyl)ethylsulfonamido)-2-((2-hydroxy-[1,1'-biphenyl]-3-yl) methyl)pyrrolidine-1-carboxylate